ClC=1C(=NC(=NC1)NC1=C(C=C2CCN(CC2=C1)C)OC)N1CC2(C3=CC=CC=C13)CC2 N-(5-chloro-4-(spiro[cyclopropan-1,3'-indoline]-1'-yl)pyrimidin-2-yl)-6-methoxy-2-methyl-1,2,3,4-tetrahydroisoquinolin-7-amine